FC1=CC=C(C=C1)C1=CC=CC=C1 4'-fluoro-[1,1'-biphenyl]